FC1=C(C(=CC=C1C1=NC(=NS1)C)O)N1CC(NS1(=O)=O)=O 5-(2-fluoro-6-hydroxy-3-(3-methyl-1,2,4-thiadiazol-5-yl)phenyl)-1,2,5-thiadiazolidin-3-one 1,1-dioxide